ClC=1C=C(C=CC1)C1=C(C(=NN1C)C1=NC2=C(C=NC(=C2)C(F)(F)F)N1C)SCC 2-(5-(3-chlorophenyl)-4-(ethylthio)-1-methyl-1H-pyrazol-3-yl)-3-methyl-6-(trifluoromethyl)-3H-imidazo[4,5-c]pyridine